FC1=C(C(=C(C(=C1F)F)F)F)SC methyl (perfluorophenyl) sulfide